N-(6-((5-bromo-2-((2-methoxy-5-(1-methyl-1H-pyrazol-4-yl)-4-(piperazin-1-yl)phenyl)amino)pyrimidin-4-yl)amino)quinoxalin-5-yl)methanesulfonamide BrC=1C(=NC(=NC1)NC1=C(C=C(C(=C1)C=1C=NN(C1)C)N1CCNCC1)OC)NC=1C(=C2N=CC=NC2=CC1)NS(=O)(=O)C